2-(2-methoxyethoxy)pyrimidin-5-amine COCCOC1=NC=C(C=N1)N